(2R,5R*)-2-Cyclopropyl-5-methyl-2,3,4,5-tetrahydropyrido[2,3-f][1,4]oxazepin-7-ol hydrochloride Cl.C1(CC1)[C@H]1OC2=C([C@H](NC1)C)N=C(C=C2)O |o1:8|